N-(pyridin-2-yl)methyl-1,7-diisobutyl-1,2,3,6,7,7a-hexahydro-3aH-3,6-methanopyrrolo[3,2-b]pyridine-3a-carboxamide N1=C(C=CC=C1)CNC(=O)C12N=CC3C(C1N(CC2C3)CC(C)C)CC(C)C